2-(2-Amino-9-((2R,3S,4S,5R)-4-fluoro-3-hydroxy-5-(hydroxymethyl)tetrahydrofuran-2-yl)-8-oxo-8,9-dihydro-7H-purin-7-yl)acetonitril NC1=NC=C2N(C(N(C2=N1)[C@@H]1O[C@@H]([C@H]([C@H]1O)F)CO)=O)CC#N